C(C=C)(=O)N1CCN(CC1)C1C=2C(NCC1)=C(N(N2)C2=CC=C(C=C2)OC2=C(C=CC=C2)C(F)(F)F)C(=O)N 7-[4-(prop-2-enoyl)piperazin-1-yl]-2-{4-[2-(trifluoromethyl)phenoxy]phenyl}-4,5,6,7-tetrahydro-2H-pyrazolo[4,3-b]pyridine-3-carboxamide